C(C)(=O)C1=CC=C(C(=O)OC)C=C1 methyl 4-acetylbenzoate